ClC1=C(C=CC(=C1)F)C(C)(C)NC(=O)[C@@H]1CNCCO1 (S)-N-(2-(2-chloro-4-fluoro-phenyl)propan-2-yl)morpholine-2-carboxamide